3-propylpyrrolidine-1-carboxylic acid tert-butyl ester C(C)(C)(C)OC(=O)N1CC(CC1)CCC